2-[1-[(tert-butoxy)carbonyl]pyrrolidin-3-yl]acetic acid C(C)(C)(C)OC(=O)N1CC(CC1)CC(=O)O